ClC1=C(C=C(C=C1)N(C(=O)C1N(NC(C1)=O)C1=NC(=CC(=N1)C)C(F)(F)F)CC)C N-(4-chloro-3-methylphenyl)-N-ethyl-2-(4-methyl-6-(trifluoromethyl)pyrimidin-2-yl)-5-oxopyrazolidine-3-carboxamide